2-[4-(3-Oxo-3-phenylprop-1-enyl)phenyl]-2-(4-prop-1-en-2-ylphenyl)acetic acid O=C(C=CC1=CC=C(C=C1)C(C(=O)O)C1=CC=C(C=C1)C(=C)C)C1=CC=CC=C1